2,2,2-trifluoroethyl 2-(((5-cyanopyridin-2-yl)methyl)(pyrimidin-2-ylmethyl)amino)-2-oxoacetate 2,2,2-Trifluoroethyl-2-chloro-2-oxo-acetate FC(COC(C(=O)Cl)=O)(F)F.C(#N)C=1C=CC(=NC1)CN(C(C(=O)OCC(F)(F)F)=O)CC1=NC=CC=N1